(3R,4R)-4-((5-fluoro-7-isobutylpyrrolo[2,1-f][1,2,4]triazin-2-yl)amino)-1-(methylsulfonyl)piperidin-3-ol FC=1C=C(N2N=C(N=CC21)N[C@H]2[C@@H](CN(CC2)S(=O)(=O)C)O)CC(C)C